N1(C=CC(C=C1)=O)C=1C=NC=CC1 [1,3']bipyridinyl-4-one